5-Chloro-2-(6-(((tetrahydro-2H-pyran-4-yl)amino)methyl)pyridazin-3-yl)phenol ClC=1C=CC(=C(C1)O)C=1N=NC(=CC1)CNC1CCOCC1